1-[6-(3-hydroxyazetidin-1-yl)pyridin-3-yl]Urea OC1CN(C1)C1=CC=C(C=N1)NC(=O)N